6-(4-((4-(4-(2,4-dioxo-1,2,3,4-tetrahydropyrimidin-5-yl)phenyl)piperazin-1-yl)methyl)piperidin-1-yl)pyridazine-3-carboxamide O=C1NC=C(C(N1)=O)C1=CC=C(C=C1)N1CCN(CC1)CC1CCN(CC1)C1=CC=C(N=N1)C(=O)N